ClC1=C2C(=C[C@]3(CCC=4C(=NC(=NC4C3)OCC3CCC4CCCN34)N3C[C@@H](N(CC3)C(C(=C)F)=O)CC#N)C2=CC=C1)C 2-((2S)-4-((1R)-4-chloro-2'-((hexahydro-1H-pyrrolizin-3-yl)methoxy)-3-methyl-5',8'-dihydro-6'H-spiro[inden-1,7'-quinazolin]-4'-yl)-1-(2-fluoroacryloyl)piperazin-2-yl)acetonitrile